((1r,4r)-4-(2-oxoimidazolidin-1-yl)cyclohexyl)carbamic acid benzyl ester C(C1=CC=CC=C1)OC(NC1CCC(CC1)N1C(NCC1)=O)=O